3,6-dichloro-1-(3-((1-(2,2-dimethyltetrahydro-2H-pyran-4-yl)-5-methyl-4-nitro-1H-pyrazol-3-yl)oxy)propyl)-1H-pyrazolo[3,4-d]pyrimidine ClC1=NN(C2=NC(=NC=C21)Cl)CCCOC2=NN(C(=C2[N+](=O)[O-])C)C2CC(OCC2)(C)C